(1R,3aR,6aS)-2-(3-cyano-6-methyl-4-(trifluoromethyl)pyridin-2-yl)-N-methyl-N-(m-tolyl)octahydrocyclopenta[c]pyrrole-1-carboxamide C(#N)C=1C(=NC(=CC1C(F)(F)F)C)N1[C@H]([C@@H]2[C@H](C1)CCC2)C(=O)N(C=2C=C(C=CC2)C)C